C(C)N1CCC(CC1)N(C(=O)C=1N=C(SC1)C=1C=NN(C1)C1=NC=CC=N1)C N-(1-ethylpiperidin-4-yl)-N-methyl-2-[1-(pyrimidin-2-yl)-1H-pyrazol-4-yl]-1,3-thiazole-4-carboxamide